C(C)OCCCCCOCCO 2-((5-ethoxypentyl)oxy)ethan-1-ol